(1R,2R)-2-fluoro-N-(2-(4-methyl-4H-1,2,4-triazol-3-yl)-3-(4-methyl-6-propionylpyridin-3-yl)-1,6-naphthyridin-7-yl)cyclopropane-1-carboxamide F[C@H]1[C@H](C1)C(=O)NC1=NC=C2C=C(C(=NC2=C1)C1=NN=CN1C)C=1C=NC(=CC1C)C(CC)=O